N-[(1S,3S)-3-aminocyclopentyl]carbamic acid tert-butyl ester C(C)(C)(C)OC(N[C@@H]1C[C@H](CC1)N)=O